(1R)-1-[5-(ethylsulfonimidoyl)-6-[3-methyl-6-(trifluoromethyl)imidazo[4,5-c]pyridin-2-yl]-3-pyridyl]cyclopropanecarbonitrile C(C)S(=O)(=N)C=1C=C(C=NC1C1=NC2=C(C=NC(=C2)C(F)(F)F)N1C)C1(CC1)C#N